N-(tert-butyl)-5-chloro-3-fluorothiophene-2-sulfonamide C(C)(C)(C)NS(=O)(=O)C=1SC(=CC1F)Cl